5-(1,1-difluoropropyl)-N-[(3S)-7,9-difluoro-2-oxo-1,3,4,5-tetrahydro-1-benzazepine-3-yl]-6,7-dihydro-5H-pyrrolo[1,2-b][1,2,4]Triazole-2-carboxamide FC(CC)(F)C1CCC=2N1N=C(N2)C(=O)N[C@@H]2C(NC1=C(CC2)C=C(C=C1F)F)=O